C(#N)[C@H](C[C@@H]1C(NCCC1)=O)NC(=O)[C@@H]1N(C[C@H]2[C@@H]1CC(C2)(F)F)C(=O)C=2NC1=C(C(=CC(=C1C2)F)C)F (1R,3aR,6aS)-N-((S)-1-cyano-2-((R)-2-oxopiperidin-3-yl)ethyl)-2-(4,7-difluoro-6-methyl-1H-indole-2-carbonyl)-5,5-difluorooctahydrocyclopenta[c]pyrrole-1-carboxamide